(4aR,8aS)-6-[3-[(4-Chlorophenoxy)methyl]pyrrolidine-1-carbonyl]-4,4a,5,7,8,8a-hexahydropyrido[4,3-b][1,4]oxazin-3-one ClC1=CC=C(OCC2CN(CC2)C(=O)N2C[C@@H]3[C@@H](OCC(N3)=O)CC2)C=C1